(2R,3R)-decane-2,3-diol C[C@H]([C@@H](CCCCCCC)O)O